5-chloro-N2-(4-((trans)-2,6-dicyclobutyl-1,2,3,6-tetra-hydropyridin-4-yl)-2-isopropoxy-5-methylphenyl)-N4-(2-(isopropylsulfonyl)phenyl)pyrimidine-2,4-diamine ClC=1C(=NC(=NC1)NC1=C(C=C(C(=C1)C)C=1C[C@@H](N[C@H](C1)C1CCC1)C1CCC1)OC(C)C)NC1=C(C=CC=C1)S(=O)(=O)C(C)C